C1=C2C3=C(C=CC=C3C=C1)C1=NC=3C=C4C(=CC3N=C12)C=CC=C4 acenaphtho[1,2-b]benzo[g]quinoxaline